(Z)-7-((1R,2R,3R,5S)-3,5-dihydroxy-2-((S,E)-3-hydroxy-8-methylnon-1-en-1-yl)cyclopentyl)hept-5-enoic acid O[C@H]1[C@@H]([C@H]([C@H](C1)O)C\C=C/CCCC(=O)O)\C=C\[C@H](CCCCC(C)C)O